8,9-dimethyl-7-(3-(6-methylpyridin-3-yl)-7,8-dihydro-1,6-naphthyridin-6(5H)-yl)-4H-pyrimido[1,2-b]pyridazin-4-one CC1=C(C=2N(N=C1N1CC=3C=C(C=NC3CC1)C=1C=NC(=CC1)C)C(C=CN2)=O)C